2-tert-butyl-1,4-cyclohexanedicarboxylic acid C(C)(C)(C)C1C(CCC(C1)C(=O)O)C(=O)O